Benzyl-4-(benzyloxy)benzoat C(C1=CC=CC=C1)OC(C1=CC=C(C=C1)OCC1=CC=CC=C1)=O